3-amino-6-(aminomethyl)-1,2,4-triazin-5(4H)-one hydrochloride Cl.NC1=NN=C(C(N1)=O)CN